[Si](C)(C)(C(C)(C)C)OCC1=NC2=CC=C(C(=C2C(=C1)C(C)C)C)Cl (((tert-butyldimethylsilyl)oxy)methyl)-6-chloro-4-isopropyl-5-methylquinoline